C(C)OC(=O)C1=C(NC(=C(C1=O)C1=CC=C(C=C1)F)C)OCC 2-ethoxy-5-(4-fluorophenyl)-6-methyl-4-oxo-1,4-dihydropyridine-3-carboxylic acid ethyl ester